C(CS)(=O)[O-].C[Sn+3].C(CS)(=O)[O-].C(CS)(=O)[O-] methyl-tin thioglycolate